C(C1=CC=CC=C1)N(C(N[C@H](C(=O)N[C@H](C(=O)O)C[C@H]1C(NCC1)=O)CC(C)C)=O)C1CCN(CC1)C(=O)OC(C)(C)C (S)-2-((S)-2-(3-benzyl-3-(1-(tert-butoxycarbonyl)piperidin-4-yl)ureido)-4-methylpentanamido)-3-((S)-2-oxopyrrolidin-3-yl)propanoic acid